FC=1C=C(C=CC1)C=1C(=NN(C(C1C)=O)CC(=O)NC1=NC=NC=C1F)C(C)C 2-[4-(3-fluorophenyl)-5-methyl-6-oxo-3-propan-2-ylpyridazin-1-yl]-N-(5-fluoropyrimidin-4-yl)acetamide